C(#C)C1=CC=C(C=C1)[C@@H](COC)NC(OC(C)(C)C)=O (S)-tert-butyl (1-(4-ethynylphenyl)-2-methoxyethyl)carbamate